ClC1=NC=CC(=N1)N1CCC(CC1)NC(CC(C1=CC=CC=C1)=O)=O N-(1-(2-Chloropyrimidin-4-yl)piperidin-4-yl)-3-oxo-3-phenylpropanamide